(4-bromophenyl)-diphenylsulfonium triflate [O-]S(=O)(=O)C(F)(F)F.BrC1=CC=C(C=C1)[S+](C1=CC=CC=C1)C1=CC=CC=C1